tert-butyl (S)-5-amino-4-(5-(6-amino-5-cyano-4-(trifluoromethyl) pyridin-2-yl)-1-oxoisoindolin-2-yl)-5-oxopentanoate NC([C@H](CCC(=O)OC(C)(C)C)N1C(C2=CC=C(C=C2C1)C1=NC(=C(C(=C1)C(F)(F)F)C#N)N)=O)=O